9b-Chloro-4b-hydroxy-7-((trans)-2-methylcyclopropyl)-4-nitro-4b,9b-dihydro-10H-indeno[1,2-b]benzofuran-10-one ClC12C(OC3=C1C=CC(=C3)[C@H]3[C@@H](C3)C)(C3=C(C=CC=C3C2=O)[N+](=O)[O-])O